ClC=1C=C2C(=CNC2=CC1)/C(/C#N)=C/C=1C=NC=CC1OC1=CC=CC=C1 (Z)-2-(5-chloro-1H-indol-3-yl)-3-(4-phenoxypyridin-3-yl)acrylonitrile